BrC=1C=CC(=C(C1)S(=O)(=O)NC=1C(=C(C(=O)O)C=C(C1)C1CC1)O)N1[C@H](CCC1)COC (R)-3-((5-Bromo-2-(2-(methoxymethyl)pyrrolidin-1-yl)phenyl)sulfonamido)-5-cyclopropyl-2-hydroxybenzoic acid